C(C)(=O)N(C1=CC=C(C=C1)C1=CC=C(C(=O)NCC=2C=NC=CC2)C=C1)CC(C)C 4-[4-[acetyl-(isobutyl)amino]phenyl]-N-(3-pyridyl-methyl)benzamide